C=1N=CN2C1C1=CC=CC=C1[C@H]2[C@@]2([C@H](C(CCC2)(C)C)O)C (1S,2R)-2-((S)-5H-imidazo[5,1-a]isoindol-5-yl)-2,6,6-trimethylcyclohexane-1-ol